COC(=O)C=1C=C(C2=C(N=C(O2)C)C1)N1CCC(CC1)(F)F 7-(4,4-difluoropiperidin-1-yl)-2-methylbenzo[d]oxazole-5-carboxylic acid methyl ester